ethyl 2,2-difluoro-2-(4-(7-oxo-7-(((tetrahydro-2H-pyran-2-yl)oxy)amino)heptyl)phenyl)acetate FC(C(=O)OCC)(C1=CC=C(C=C1)CCCCCCC(NOC1OCCCC1)=O)F